[Cr].[W].[Ni] nickel-tungsten-chromium